(S)-4-Hydroxy-7-methoxy-1-methyl-6-((tetrahydrofuran-3-yl)oxy)-1H-benzo[c][1,2,6]thiadiazine 2,2-dioxide OC=1C2=C(N(S(N1)(=O)=O)C)C=C(C(=C2)O[C@@H]2COCC2)OC